BrC1=CC2=C(N=C(N=C2C)NC)NC1=O 6-bromo-4-methyl-2-(methylamino)pyrido[2,3-d]pyrimidin-7(8H)-one